(3-chloro-1-(5-methylpyrazin-2-yl)-1H-pyrrolo[2,3-b]pyridin-5-yl)(4-fluoropiperidin-1-yl)methanone ClC1=CN(C2=NC=C(C=C21)C(=O)N2CCC(CC2)F)C2=NC=C(N=C2)C